N1=NC(=CC2=C1C1=C(CCC2)C=CC=C1)N1N=C(N=C1N)NC=1C=CC2=C(CCC(CC2)O)C1 1-(6,7-dihydro-5H-benzo[6,7]cyclohepta[1,2-c]pyridazin-3-yl)-N3-(7-hydroxy-6,7,8,9-tetrahydro-5H-benzo[7]annulene-2-yl)-1H-1,2,4-triazole-3,5-diamine